(2R,3R,3aS,6S,6aR)-6-[(2-amino-3-bromoquinolin-7-yl)oxy]-2-[4-(hydroxymethyl)-7H-pyrrolo[2,3-d]pyrimidin-7-yl]hexahydro-3aH-cyclopenta[b]furan-3,3a-diol NC1=NC2=CC(=CC=C2C=C1Br)O[C@H]1CC[C@]2([C@@H]1O[C@H]([C@@H]2O)N2C=CC1=C2N=CN=C1CO)O